O[C@@H]1C[C@@H](CCCC1)NC(OC(C)(C)C)=O Tert-butyl (1R,3S)-3-hydroxy-cycloheptylcarbamate